Tert-butyl N-[(3S,4R)-4-methoxypiperidin-3-yl]carbamate CO[C@H]1[C@H](CNCC1)NC(OC(C)(C)C)=O